fluoro-2-(1-methyl-1H-pyrazol-3-yl)pyridine FC=1C(=NC=CC1)C1=NN(C=C1)C